ClC=1C=C(C=CC1)C=1C=C(C(=NC1)C(=O)O)OC 5-(3-chlorophenyl)-3-methoxypyridine-2-carboxylic acid